CNCCC(=O)OCC1=CC=CC=C1 1-Benzyl 3-(methylamino)propanoate